2-(propylsulphonimidoyl)-7H-purin-8-one C(CC)S(=O)(=N)C1=NC=C2NC(NC2=N1)=O